(2S,4R)-4-((4-bromo-2-((2R,6S)-2,6-dimethylmorpholin-4-carbonyl)-6-nitrophenyl)amino)-1-(5-(methylamino)nicotinoyl)pyrrolidin-2-formamide BrC1=CC(=C(C(=C1)[N+](=O)[O-])N[C@@H]1C[C@H](N(C1)C(C1=CN=CC(=C1)NC)=O)C(=O)N)C(=O)N1C[C@H](O[C@H](C1)C)C